C(C)(=O)NC=1C=C(N(N1)C1=NC=C(C=C1)C(=O)N1CCOCC1)C(C)N(C(C1=CC(=CC(=C1)C(F)(F)F)C(F)(F)F)=O)C N-[1-[5-acetamido-2-[5-(morpholine-4-carbonyl)-2-pyridinyl]pyrazol-3-yl]ethyl]-N-methyl-3,5-bis(trifluoromethyl)benzamide